CC(NC)CC1=CNC2=CC=CC=C12 α,N-dimethyltryptamine